4-(4-((1-methyl-1H-pyrrolo[2,3-b]pyridin-5-yl)sulfonyl)piperazin-1-yl)phenol CN1C=CC=2C1=NC=C(C2)S(=O)(=O)N2CCN(CC2)C2=CC=C(C=C2)O